BrCC(=O)C1=CC=C(C=C1)F 2-bromo-1-(4-fluorophenyl)ethan-1-one